BrC1=C2CC(N(CC2=CC=C1)C(=O)OC)C(=O)OC dimethyl 5-bromo-3,4-dihydro-1H-isoquinoline-2,3-dicarboxylate